2,2'-selenodiacetic acid [Se](CC(=O)O)CC(=O)O